O=C1C=CC(=CN1)C1=C(C=CC=C1)NC(OC(C)(C)C)=O tert-butyl (2-(6-oxo-1,6-dihydropyridin-3-yl)phenyl)carbamate